COC mono-methyl ether